(S)-3-iodo-alpha-methyltyrosine IC=1C=C(C[C@](N)(C(=O)O)C)C=CC1O